F[C@H]1[C@H](C1)C(=O)NC1=CC(=NC=N1)C=1C(=NC(N(C1)C)=O)NC=1C=NC(=CC1C)C(CC)O (1R,2R)-2-fluoro-N-(4'-{[6-(1-hydroxypropyl)-4-methylpyridin-3-yl]amino}-1'-methyl-2'-oxo-[4,5'-bipyrimidin]-6-yl)cyclopropane-1-carboxamide